C(=O)(O)C1=C(C(=O)C=2C=CC(=C(C2)S(=O)(=O)Cl)Cl)C=CC=C1 5-(2-carboxylbenzoyl)-2-chlorobenzenesulfonyl chloride